S(=O)([O-])OS(=O)[O-].[Na+].[Na+].[Na+] trisodium disulfite